4-chloro-3-methylisothiazol-5-amine ClC=1C(=NSC1N)C